N-[2-[3-(aminomethyl)pyrrolidin-1-yl]-2-oxo-ethyl]-4-[[3-[1-(cyanomethyl)-3-(trifluoromethyl)pyrazol-4-yl]imidazo[1,2-a]pyrazin-8-yl]amino]-2-ethyl-benzamide NCC1CN(CC1)C(CNC(C1=C(C=C(C=C1)NC=1C=2N(C=CN1)C(=CN2)C=2C(=NN(C2)CC#N)C(F)(F)F)CC)=O)=O